COC=1C=C(C=CC1)C1=NN(N=C1)C1=CC(=CC=C1)[C@H](C)SC1=NN=CN1C 4-(3-methoxyphenyl)-2-[3-[(1S)-1-[(4-methyl-4H-1,2,4-triazol-3-yl)sulfanyl]ethyl]phenyl]-2H-1,2,3-triazole